CN(C)CC1(C(C1)(F)F)COC=1N=C(C2=C(N1)CNCC2)N2CC1CCC(C2)N1C(=O)OC(C)(C)C tert-butyl 3-(2-((1-((dimethylamino)methyl)-2,2-difluorocyclopropyl)methoxy)-5,6,7,8-tetrahydropyrido[3,4-d]pyrimidin-4-yl)-3,8-diazabicyclo[3.2.1]octane-8-carboxylate